C(C)NC(NC1=NC(=CC(=C1)CN1CCN(CC1)C=1C=CC(=NC1C(F)(F)F)C(=O)NC)C(F)(F)F)=O 5-(4-((2-(3-ethylureido)-6-(trifluoromethyl)pyridin-4-yl)methyl)piperazin-1-yl)-N-methyl-6-(trifluoromethyl)picolinamide